CC1=CC=C(C=C1)S(=O)(=O)O.C1CN(CC1N)C2=C(C=C3C(=O)C(=CN(C3=N2)C4=C(C=C(C=C4)F)F)C(=O)O)F.O The molecule is a racemate comprising equimolar amounts of (R)- and (S)-tosufloxacin tosylate hydrate. It has a role as an antimicrobial agent, an antiinfective agent, a DNA synthesis inhibitor, a hepatotoxic agent and a topoisomerase IV inhibitor. It contains a (S)-tosufloxacin tosylate hydrate, a (R)-tosufloxacin tosylate hydrate and a tosufloxacin tosylate.